CN1N=C(C2=CC=CC(=C12)[N+](=O)[O-])C(=C)C 1-Methyl-7-nitro-3-(prop-1-en-2-yl)-1H-indazole